rac-(3R*,4R*)-1-(2-Methyl-cyclopentyl)-4-{[5-(2,4-difluoro-phenyl)-[1,2,4]oxadiazole-3-carbonyl]amino}-piperidine-3-carboxylic Acid CC1C(CCC1)N1C[C@H]([C@@H](CC1)NC(=O)C1=NOC(=N1)C1=C(C=C(C=C1)F)F)C(=O)O |r|